3-(N-(4-cyano-3'-fluoro-[1,1'-biphenyl]-2-yl)sulfamoyl)-4-cyclopropylbenzoic acid C(#N)C1=CC(=C(C=C1)C1=CC(=CC=C1)F)NS(=O)(=O)C=1C=C(C(=O)O)C=CC1C1CC1